ClC1=C(C(=NC(=C1)C)C)[N+](=O)[O-] 4-chloro-2,6-dimethyl-3-nitro-pyridine